C(#N)C=1C=CC=2C3=C(NC2C1)C(=C(C=N3)C(=O)OCC)NC(C)C Ethyl 7-cyano-4-(isopropylamino)-5H-pyrido[3,2-b]indole-3-carboxylate